C(#C)[C@]1(C(N(CC1)C)=O)O (R)-3-Ethynyl-3-hydroxy-1-methylpyrrolidin-2-one